3-(4-morpholino-2H-pyrrol-2-yl)cyclobutane-1-carbaldehyde O1CCN(CC1)C1=CC(N=C1)C1CC(C1)C=O